CC1=C(C[Li])C(=CC=C1)C 2,6-dimethylbenzyllithium